(S)-4-(cyclopropynyl)-2-oxo-4-(trifluoromethyl)-1,2,3,4-tetrahydroquinazoline-7-carbaldehyde C1(C#C1)[C@@]1(NC(NC2=CC(=CC=C12)C=O)=O)C(F)(F)F